[(1R,4R)-5-[4-[(5-Cyclopropyl-1H-pyrazol-3-yl)amino]pyrimidin-2-yl]-2-oxa-5-azabicyclo[2.2.1]heptan-1-yl]methanol C1(CC1)C1=CC(=NN1)NC1=NC(=NC=C1)N1[C@H]2CO[C@@](C1)(C2)CO